(4-Ethyl-3-(hydroxymethyl)-5-oxo-4,5-dihydro-1H-1,2,4-triazol-1-yl)-7-fluoro-2-(o-tolyl)-4-(3,3,3-trifluoroprop-1-en-2-yl)isoquinolin-1(2H)-one C(C)N1C(=NN(C1=O)C=1N(C(C2=CC(=CC=C2C1C(=C)C(F)(F)F)F)=O)C1=C(C=CC=C1)C)CO